(3S)-1-[(2R)-2-[[2-Chloro-4-(2-chlorophenyl)-7-quinolyl]oxy]propanoyl]-N,N-dimethyl-piperidin-3-carboxamid ClC1=NC2=CC(=CC=C2C(=C1)C1=C(C=CC=C1)Cl)O[C@@H](C(=O)N1C[C@H](CCC1)C(=O)N(C)C)C